tert-Butyl 4-(4-((4-(4-(2,4-dioxotetrahydropyrimidin-1(2H)-yl)-1H-indazol-1-yl)piperidin-1-yl)methyl)-4-hydroxypiperidin-1-yl)-3-fluorobenzoate O=C1N(CCC(N1)=O)C1=C2C=NN(C2=CC=C1)C1CCN(CC1)CC1(CCN(CC1)C1=C(C=C(C(=O)OC(C)(C)C)C=C1)F)O